C1(=CC=CC=C1)[C@@H](CO)O (1S)-1-phenyl-1,2-ethylene glycol